tert-Butyl-(S)-2-(((S)-2-((E)-2-(N-((1,2,3,5,6,7-hexahydro-s-indacen-4-yl)carbamoyl)sulfamoyl)vinyl)-2-methylazetidin-1-yl)methyl)-2-methylpyrrolidin-1-carboxylat C(C)(C)(C)OC(=O)N1[C@](CCC1)(C)CN1[C@](CC1)(C)\C=C\S(NC(NC1=C2CCCC2=CC=2CCCC12)=O)(=O)=O